NCC1=C(C(=C(C(=C1CC)CN)CC)CN)CC 1,3,5-Tris-(aminomethyl)-2,4,6-triethylbenzol